6-chloro-N-(4-fluorobenzyl)-2-(methylthio)-N-(4-morpholinophenyl)pyrimidin-4-amine ClC1=CC(=NC(=N1)SC)N(C1=CC=C(C=C1)N1CCOCC1)CC1=CC=C(C=C1)F